4,4'-isopropylidenebis(2-methyl-phenol) C(C)(C)(C1=CC(=C(C=C1)O)C)C1=CC(=C(C=C1)O)C